BrC=1C=C2C=CN(C2=C(C1)N(C)C)S(=O)(=O)C1=CC=C(C)C=C1 5-bromo-N,N-dimethyl-1-tosyl-1H-indol-7-amine